N-[4-[5-(4-chlorophenyl)-3-(2-oxo-2-piperazin-1-yl-ethyl)imidazol-4-yl]-2-pyridinyl]benzamide phosphorus [P].ClC1=CC=C(C=C1)C1=C(N(C=N1)CC(N1CCNCC1)=O)C1=CC(=NC=C1)NC(C1=CC=CC=C1)=O